O=C1NC(CCC1N1C(C2=CC=CC(=C2C1)NCCCCN1CCC(CC1)CN1CCN(CC1)C(=O)OCC1=CC=CC=C1)=O)=O benzyl 4-[[1-[4-[[2-(2,6-dioxo-3-piperidyl)-1-oxo-isoindolin-4-yl]amino]butyl]-4-piperidyl]methyl]piperazine-1-carboxylate